COC([C@@H](N)CC1=CC=CC=C1)=O L-phenylalanine methylester